C(CC1=CC=CC=C1)C1(CCN(CC1)CC1=CC=C(C=C1)NC(C)=O)COCCC N-(4-((4-phenethyl-4-(propoxy-methyl)piperidin-1-yl)methyl)phenyl)acetamide